C1(CCC1)S(=O)(=O)C1(CC1)CO (1-cyclobutylsulfonylcyclopropyl)methanol